C(C)(C)OC=1C(=CC(=C(C1)C=1CC(N(C(C1)(C)C)C)(C)C)C)[N+](=O)[O-] 4-(5-isopropoxy-2-methyl-4-nitrophenyl)-1,2,2,6,6-pentamethyl-1,2,3,6-tetrahydropyridine